benzyl 3-(3-methyl-1H-1,2,4-triazol-5-yl)piperidine-1-carboxylate CC1=NNC(=N1)C1CN(CCC1)C(=O)OCC1=CC=CC=C1